N'-[(E)-dimethylaminomethyleneamino]-N,N-dimethyl-formamidine CN(C)\C=N\N=CN(C)C